C(C)(=O)NC=1C(=C(C(=C(C1I)C(=O)NCC(COC(C)=O)OC(C)=O)I)C(=O)NCC(COC(C)=O)OC(C)=O)I 5-(acetamido)-2,4,6-triiodo-N,N'-bis(2,3-diacetoxypropyl)-1,3-benzenedicarboxamide